ClC1=C(C=CC=C1Cl)C1=NNC2=NC(=CN=C21)N2CC1C(C1CC2)(C2=NOC(=C2)C)CN [3-[3-(2,3-dichlorophenyl)-1H-pyrazolo[3,4-b]pyrazin-6-yl]-7-(5-methyl-1,2-oxazol-3-yl)-3-azabicyclo[4.1.0]heptan-7-yl]methanamine